2-(methylthio)-7-(oxetan-3-yl)-7H-pyrrolo[2,3-d]pyrimidine-6-carbonitrile CSC=1N=CC2=C(N1)N(C(=C2)C#N)C2COC2